2,6-diiso-propylaniline C(C)(C)C1=C(N)C(=CC=C1)C(C)C